ClC1=C2C=C(NC2=C(C(=C1)C1=CCCN(C1)C(CCN1N=NC=C1)=O)F)C(=O)N(C)CC 4-chloro-N-ethyl-7-fluoro-N-methyl-6-[1-[3-(triazol-1-yl)propanoyl]-3,6-dihydro-2H-pyridin-5-yl]-1H-indole-2-carboxamide